4-(2,5-Diazabicyclo[2.2.2]octan-2-yl)-7-(7,8-difluoro-3-hydroxynaphthalen-1-yl)-2-(((S)-1-(methyl-d3)pyrrolidin-2-yl)methoxy-d2)-6-(trifluoromethyl)pyrido[3,4-d]pyrimidin-8(7H)-one C12N(CC(NC1)CC2)C=2C1=C(N=C(N2)OC([2H])([2H])[C@H]2N(CCC2)C([2H])([2H])[2H])C(N(C(=C1)C(F)(F)F)C1=CC(=CC2=CC=C(C(=C12)F)F)O)=O